COC1=CC=C(CNC(=O)NC2CC3(CN(C3)C(C3=CC(=CC=C3)N3C(CCC3)=O)=O)C2)C=C1 1-(4-methoxybenzyl)-3-(2-(3-(2-oxopyrrolidin-1-yl)benzoyl)-2-azaspiro[3.3]hept-6-yl)urea